C(C)C1=C(C=CC(=N1)N1C(N(C2(C1)CCN(CC2)C(=O)C2COC2)CC2=C(C(=CC=C2)F)C)=O)C=2C=NNC2 3-(6-ethyl-5-(1H-pyrazol-4-yl)pyridin-2-yl)-1-(3-fluoro-2-methylbenzyl)-8-(oxetane-3-carbonyl)-1,3,8-triazaspiro[4.5]decan-2-one